[2H]C(C1=C(N)C(=CC=C1)C([2H])([2H])[2H])([2H])[2H] 2,6-bis(trideuteriomethyl)aniline